2-(4'-Fluoro-2'-(4-methyl-4H-1,2,4-triazol-3-yl)-[1,1'-biphenyl]-3-yl)-5-((((1R,2S)-2-hydroxycyclopentyl)amino)methyl)benzo[d]oxazole-7-carbonitrile FC1=CC(=C(C=C1)C1=CC(=CC=C1)C=1OC2=C(N1)C=C(C=C2C#N)CN[C@H]2[C@H](CCC2)O)C2=NN=CN2C